(2R,3S,5R)-N-(3-carbamoyl-4-fluorophenyl)-3-(3,4-difluoro-2-methoxyphenyl)-5-methyl-5-(trifluoromethyl)tetrahydrofuran-2-carboxamide C(N)(=O)C=1C=C(C=CC1F)NC(=O)[C@@H]1O[C@](C[C@H]1C1=C(C(=C(C=C1)F)F)OC)(C(F)(F)F)C